(S)-N-(3-(3,4-dihydroisoquinolin-2(1H)-yl)-2-hydroxypropyl)-6-(1-methyl-6-oxo-1,6-dihydropyridin-3-yl)imidazo[1,2-a]pyrazine-2-carboxamide C1N(CCC2=CC=CC=C12)C[C@H](CNC(=O)C=1N=C2N(C=C(N=C2)C2=CN(C(C=C2)=O)C)C1)O